N-[4-[2-fluoro-3-(4-methylpiperazin-1-yl)phenoxy]-6-(o-tolyl)-5-(1,1,2,2,2-pentafluoroethyl)pyrimidin-2-yl]-1-methyl-pyrazole-4-sulfonamide FC1=C(OC2=NC(=NC(=C2C(C(F)(F)F)(F)F)C2=C(C=CC=C2)C)NS(=O)(=O)C=2C=NN(C2)C)C=CC=C1N1CCN(CC1)C